3-bromo-6-(pyridin-4-yl)pyridazine BrC=1N=NC(=CC1)C1=CC=NC=C1